C(CCCCCCCCC)C(=O)CCCCCCCCCCCCCCCCCCCCCC n-docosyl decyl ketone